C(C=C)[C@H]1C(C(=C[C@@]2([C@@H]1CCC=1C(=NC(=NC21)C2=CC(=NC=C2)C2CC2)C2=C(C=CC=C2)F)C)C#N)=O (6aR,7R,10aS)-7-allyl-2-(2-cyclopropylpyridin-4-yl)-4-(2-fluorophenyl)-10a-methyl-8-oxo-5,6,6a,7,8,10a-hexahydrobenzo[h]quinazoline-9-carbonitrile